O1CC(CC1)=O tetrahydrofuran-3-one